C1(CC1)[C@]1(CC[C@@]2([C@H]3CC[C@@]4([C@H](CC[C@H]4[C@@H]3CC[C@@H]2C1)[C@H](C)[C@@H](C(F)(F)F)O)C)C)O (3R,5R,8R,9S,10S,13S,14S,17R)-3-cyclopropyl-10,13-dimethyl-17-((2S,3S)-4,4,4-trifluoro-3-hydroxybutan-2-yl)hexadecahydro-1H-cyclopenta[a]phenanthren-3-ol